C(#N)C1=CC=C(C=C1)CC 1-(4-cyanophenyl)ethane